(1S)-1-(2,2-difluoro-1,3-benzodioxol-5-yl)ethanol FC1(OC2=C(O1)C=CC(=C2)[C@H](C)O)F